NC1=NC(=CC(=N1)N1CCN(CC1)S(=O)(=O)C1=CC=C(C=C1)NC(C1=CC=CC=C1)=O)C(F)(F)F N-[4-[4-[2-amino-6-(trifluoromethyl)pyrimidin-4-yl]piperazin-1-yl]sulfonylphenyl]benzamide